[N+](=O)([O-])C1=C(C=CC=C1)CCCOP([O-])N 3-(2-nitrophenyl)-propylphosphoramidite